ClC(C(C(Cl)Cl)(Cl)Cl)(Cl)Cl 1,1,1,2,2,3,3-Heptachloropropane